C1(=CC=CC=C1)C1=NC(=CC(=C1)C1=C(C=C(C(=C1)C1=CC=NC=C1)C1=CC=CC=C1)C1=CC=CC=C1)C1=CC=CC=C1 4'-(2,6-diphenylpyridin-4-yl)-6'-(pyridin-4-yl)-[1,1':3',1''-terphenyl]